1-(tert-butyl) 3-methyl 6-(4-fluorophenyl)-1H-indole-1,3-dicarboxylate FC1=CC=C(C=C1)C1=CC=C2C(=CN(C2=C1)C(=O)OC(C)(C)C)C(=O)OC